ClC1=C(C=CC(=C1)[N+](=O)[O-])C1=CC(OC2=CC(=CC=C12)O)=O 4-(2-chloro-4-nitro-phenyl)-7-hydroxy-chromen-2-one